coumaroyl mono-tartrate C(=O)(OC(\C=C\C1=CC=C(C=C1)O)=O)C(O)C(O)C(=O)[O-]